C(CCCCCCCCCCC)OP(=O)(OCCCCCCCCCCCC)O.C(CCCCCCC)N octylamine bisdodecylphosphate salt